CN1C(=NC=C1)C1=NN2C(C(=N1)O)=C(C(=C2)C=2C=NC=CC2)C2=CC=CC=C2 2-(1-Methyl-1H-imidazol-2-yl)-5-phenyl-6-(pyridin-3-yl)pyrrolo[2,1-f][1,2,4]triazin-4-ol